CC1(OC2=C(OC1)C=CC(=C2)C(C)N2C[C@@H](N(C[C@H]2C)C2=C(C(N(C=1N2N=C(C1)CC#N)C)=O)F)C)C 2-(7-((2S,5R)-4-(1-(3,3-dimethyl-2,3-dihydrobenzo[b][1,4]dioxin-6-yl)ethyl)-2,5-dimethylpiperazin-1-yl)-6-fluoro-4-methyl-5-oxo-4,5-dihydropyrazolo[1,5-a]pyrimidin-2-yl)acetonitrile